[2,3,3,4,4-2H]glutamine N[C@@](C(C(C(N)=O)([2H])[2H])([2H])[2H])(C(=O)O)[2H]